Br.ClC=1C=C(CN)C=CC1 3-chlorobenzyl-amine hydrobromide